CN(CCOC(COC1=CC=C(C=C1)Cl)=O)C 2-(4-chlorophenoxy)acetic acid 2-(dimethylamino)ethyl ester